N1C=NC(=C1)C1CN(C1)C(=O)[C@@H]1CC[C@H]2N1C([C@H](CCCC2)NC(=O)C2=CC1=C(S2)C=CC(=C1)C(F)(F)P(O)(O)=O)=O ((2-(((3S,6S,10aS)-3-(3-(1H-imidazol-4-yl)azetidine-1-carbonyl)-5-oxodecahydro-pyrrolo[1,2-a]azocin-6-yl)carbamoyl)benzo[b]thiophen-5-yl)difluoromethyl)phosphonic acid